4-({5-fluoro-4-[(5S)-2,2,5-trimethylmorpholin-4-yl]pyrimidin-2-yl}amino)-N-methylbenzenesulfonamide FC=1C(=NC(=NC1)NC1=CC=C(C=C1)S(=O)(=O)NC)N1CC(OC[C@@H]1C)(C)C